(S)-N-(benzo[b]thiophen-5-ylmethyl)-4-(2-(3-fluoro-4-methylphenyl)-2H-pyrazolo[3,4-d]pyrimidin-4-yl)-1-methylpiperazine-2-carboxamide S1C2=C(C=C1)C=C(C=C2)CNC(=O)[C@H]2N(CCN(C2)C=2C=1C(N=CN2)=NN(C1)C1=CC(=C(C=C1)C)F)C